4-(6-amino-2-iodo-9H-purin-9-yl)-N-(4-methyl-1,3-thiazol-2-yl)cyclohexanecarboxamide NC1=C2N=CN(C2=NC(=N1)I)C1CCC(CC1)C(=O)NC=1SC=C(N1)C